(Z)-(phenyl)(pyrrolidin-1-yl)methanone oxime C1(=CC=CC=C1)/C(=N/O)/N1CCCC1